2-(7-((2-Butyl-4-oxo-1,3-diazaspiro[4.4]nona-1-en-3-yl)methyl)-1,3-dihydroisobenzofuran-4-yl)-N-(4-chloro-5-methylisoxazol-3-yl)-N-(methoxymethyl)benzenesulfonamide C(CCC)C1=NC2(C(N1CC=1C=CC(=C3COCC13)C1=C(C=CC=C1)S(=O)(=O)N(COC)C1=NOC(=C1Cl)C)=O)CCCC2